5-(4-chlorobenzyl)-3-(3-hydroxypropyl)-1-methyl-6-(phenylethynyl)-1,5-dihydro-2H-pyrrolo[3,2-d]pyrimidine-2,4(3H)-dione ClC1=CC=C(CN2C(=CC=3N(C(N(C(C32)=O)CCCO)=O)C)C#CC3=CC=CC=C3)C=C1